O1CC=CC=C1O Pyran-6-ol